(E)-1H-pyrazole-4-carboxylate N1N=CC(=C1)C(=O)[O-]